NC=1C(N(C2=C(N1)SC(=C2)C(=O)O)C2=CC=C1CCCN(C1=C2)C2=CC=CC=C2)=O 3-amino-2-oxo-1-(1-phenyl-1,2,3,4-tetrahydroquinolin-7-yl)-1,2-dihydrothieno[2,3-b]pyrazine-6-carboxylic acid